(R)-2-(4-((2-(3-aminopiperidin-1-yl)-1H-benzo[d]imidazol-1-yl)methyl)phenoxy)acetonitrile N[C@H]1CN(CCC1)C1=NC2=C(N1CC1=CC=C(OCC#N)C=C1)C=CC=C2